C(#N)C1=CC(=NC=C1)S(=O)(=O)NC1CC(C1)NC1=C2C(=NC=C1C=1SC=C(N1)CCO)NC=C2 4-cyano-N-((1s,3s)-3-((5-(4-(2-hydroxyethyl)thiazol-2-yl)-1H-pyrrolo[2,3-b]pyridin-4-yl)amino)cyclobutyl)pyridine-2-sulfonamide